Cl.Cl.CN1CCC2(CCN2C=2SC3=C(N=NC(=C3)C3=C(C=C(C=C3)C=3C=NNC3)O)N2)CC1 2-[6-(7-Methyl-1,7-diazaspiro[3.5]nonan-1-yl)[1,3]thiazolo[4,5-c]pyridazin-3-yl]-5-(1H-pyrazol-4-yl)phenol-Dihydrochlorid